C(C)N(C(C1=C(C=CC(=C1)F)OC=1C(=NC=NC1)N1C[C@@H](CC1)CN1CC2(C1)CCC(CC2)NS(=O)(=O)C)=O)C(C)C (S)-N-Ethyl-5-fluoro-N-isopropyl-2-((4-(3-((7-(methylsulfonamido)-2-azaspiro[3.5]nonan-2-yl)methyl)pyrrolidin-1-yl)pyrimidin-5-yl)oxy)benzamide